NC1=C2C(C3(C(OC4=C3C=CC(=C4)[C@H](C)C4CC4)(C2=CC=C1)O)NC([C@H]([C@H](C)O)N(C)C)=O)=O (2S,3S)-N-(1-amino-7-((R)-1-cyclopropylethyl)-4b-hydroxy-10-oxo-4b,10-dihydro-9bH-indeno[1,2-b]benzofuran-9b-yl)-2-(dimethylamino)-3-hydroxybutanamide